C[C@H]1CN(C[C@H](N1)C)C=1N=CC(=NC1)C(=O)NC=1C=C(C=C2C=CC=NC12)F 5-((3S,5R)-3,5-dimethylpiperazin-1-yl)-N-(6-fluoroquinolin-8-yl)pyrazine-2-carboxamide